tert-butyl 2-(2-(difluoromethoxy)-6-(trifluoromethyl)pyridin-3-yl)-3-oxo-2,8-diazaspiro[4.5]decane-8-carboxylate FC(OC1=NC(=CC=C1N1CC2(CC1=O)CCN(CC2)C(=O)OC(C)(C)C)C(F)(F)F)F